tertoctyl-acrylamide C(C)(C)(CC(C)(C)C)C(C(=O)N)=C